Decyl ((((2R,3S,5R)-5-(6-amino-2-fluoro-9H-purin-9-yl)-2-ethynyl-3-hydroxytetrahydrofuran-2-yl)methoxy)(phenoxy)phosphoryl)-L-alaninate NC1=C2N=CN(C2=NC(=N1)F)[C@H]1C[C@@H]([C@@](O1)(C#C)COP(=O)(OC1=CC=CC=C1)N[C@@H](C)C(=O)OCCCCCCCCCC)O